N-(4-((2-(pyrrolidin-1-yl)pyrimidin-4-yl)amino)phenyl)naphthalene-2-sulfonamide ethyl-(1-(1-(bicyclo[3.3.1]nonan-9-yl)piperidin-4-yl)-2-oxoindolin-3-yl)carbamate C(C)N(C(O)=O)C1C(N(C2=CC=CC=C12)C1CCN(CC1)C1C2CCCC1CCC2)=O.N2(CCCC2)C2=NC=CC(=N2)NC2=CC=C(C=C2)NS(=O)(=O)C2=CC1=CC=CC=C1C=C2